NC[C@@H](C1=CC(=CC(=C1)Cl)Br)N[S@](=O)C(C)(C)C (R)-N-((R)-2-amino-1-(3-bromo-5-chlorophenyl)ethyl)-2-methylpropane-2-sulfinamide